CN(CCCC(C(C)C)N1CC2(C1)CN(CC2)C2=C(N=NC=C2)OC2=C(C(=O)N(C(C)C)CC)C=C(C=C2)F)C 2-((4-(2-(6-(dimethylamino)-2-methylhexan-3-yl)-2,6-diazaspiro[3.4]octan-6-yl)pyridazin-3-yl)oxy)-N-ethyl-5-fluoro-N-isopropylbenzamide